1,2,3-benzotriazinone N1=NNC(C2=C1C=CC=C2)=O